C1(=CC=CC=C1)C1CC(C1)CO ((1s,3s)-3-phenylcyclobutyl)methanol